COC1=CC=C(CN2C(=NC=3C2=NC=CC3)N[C@@H]3C[C@H](CC3)NC3=CC=C(C=N3)N3C(N(CC3=O)C)=O)C=C1 3-(6-(((1S,3S)-3-((3-(4-methoxybenzyl)-3H-imidazo[4,5-b]pyridin-2-yl)amino)cyclopentyl)amino)pyridin-3-yl)-1-methylimidazolidine-2,4-dione